C(CCCCCCCCCCCC)NCCCCN n-tridecylbutylenediamine